2-Amino-3'-methoxybiphenyl NC1=C(C=CC=C1)C1=CC(=CC=C1)OC